{[(2S)-Butan-2-yl]amino}methane C[C@@H](CC)NC